2-(1-(6-methoxypyridin-3-yl)piperidin-4-yl)propionic acid COC1=CC=C(C=N1)N1CCC(CC1)C(C(=O)O)C